FC=1C=C(C=CC1C=1C(=NC=CC1)C)C1=NNC(OC1)=O 5-[3-fluoro-4-(2-methylpyridin-3-yl)phenyl]-3,6-dihydro-2H-1,3,4-oxadiazin-2-one